CC1(CC1)NC(O[C@H]1CO[C@@H](C1)C1=CC(=NN1)NC1=NC=CC=2N1C=C(N2)COC)=O (3R,5S)-5-(3-((2-(methoxymethyl)imidazo[1,2-c]pyrimidin-5-yl)amino)-1H-pyrazol-5-yl)tetrahydrofuran-3-yl (1-methylcyclopropyl)carbamate